benzyl 3-[[2-(1,2,3,5,6,7-hexahydro-s-indacen-4-yl)acetyl]sulfamoyl-(1-methylpyrazol-4-yl)amino]piperidine-1-carboxylate C1CCC2=C(C=3CCCC3C=C12)CC(=O)NS(=O)(=O)N(C1CN(CCC1)C(=O)OCC1=CC=CC=C1)C=1C=NN(C1)C